2-[6-oxo-5-[(4-phenylbenzoyl)amino]-2-[4-(2-pyridylmethoxy)phenyl]pyrimidin-1-yl]acetic acid O=C1C(=CN=C(N1CC(=O)O)C1=CC=C(C=C1)OCC1=NC=CC=C1)NC(C1=CC=C(C=C1)C1=CC=CC=C1)=O